(3aS,4R,6aR)-4-((1-(isopropoxycarbonyloxy)ethoxy)carbonyl)octahydropyrrolo[3,4-b]pyrrole C(C)(C)OC(=O)OC(C)OC(=O)[C@@H]1NC[C@@H]2NCC[C@@H]21